CC1=C(C(=NN1)C1=CC=NC=C1)C1=CC=C(C=C1)C1=CC=CC(N1)=O 6-[4-[5-methyl-3-(4-pyridyl)-1H-pyrazol-4-yl]phenyl]-1H-pyridin-2-one